[1,4,5]oxadiazepane dihydrobromide salt Br.Br.O1CCNNCC1